C(#N)C1=CC(=C(C=C1F)NS(=O)(=O)C1=CNC=C1C(C1=CC(=CC=C1)F)([2H])[2H])F N-(4-cyano-2,5-difluorophenyl)-4-[dideuterio-(3-fluorophenyl)methyl]-1H-pyrrole-3-sulfonamide